2-(4-bromo-2-iodo-anilino)-1-cyclopropyl-ethanone BrC1=CC(=C(NCC(=O)C2CC2)C=C1)I